N-(4-bromo-2,3-difluorophenyl)-N,2,2,6,6-pentamethylpiperidin-4-amine BrC1=C(C(=C(C=C1)N(C1CC(NC(C1)(C)C)(C)C)C)F)F